BrC=1N=C2C(=C(C(N(C2=CC1)CC#C)=O)C#N)Cl 6-bromo-4-chloro-2-oxo-1-(prop-2-yn-1-yl)-1,2-dihydro-1,5-naphthyridine-3-carbonitrile